9-mesityl-2,7-dimethoxy-10-phenylacridine tetrafluoroborate F[B-](F)(F)F.C1(=C(C(=CC(=C1)C)C)C1C2=CC(=CC=C2N(C=2C=CC(=CC12)OC)C1=CC=CC=C1)OC)C